Tetraglycerin monolaurate C(CCCCCCCCCCC)(=O)O.OCC(O)CO.OCC(O)CO.OCC(O)CO.OCC(O)CO